C(C)(C)(C)OC(=O)N1CC2=C(CC1)N=C(S2)C=2C=NC(=CC2NC2=NC(=NC(=C2)C)C(C)(F)F)NC(C)=O 2-(6-Acetylamino-4-((2-(1,1-difluoroethyl)-6-methylpyrimidin-4-yl)amino)pyridin-3-yl)-6,7-dihydrothiazolo[5,4-c]pyridine-5(4H)-carboxylic acid tert-butyl ester